2-ethoxy-5-ethylbenzene-1-sulfonamide C(C)OC1=C(C=C(C=C1)CC)S(=O)(=O)N